C(C)OC(\C(=C\C(\CCCCCC)=C\C1=CC=CC=C1)\C)=O.C(CCCCC)C1=C(C2=CC=CC=C2C=C1)C=C hexyl-1-vinyl-naphthalene ethyl-(E)-4-((E)-benzylidene)-2-methyldec-2-enoate